NC[C@H](COC)NC(OC(C)(C)C)=O (R)-tert-Butyl 1-amino-3-methoxypropan-2-ylcarbamate